S(C)(=O)(=O)[O-].C(CCCCC)[P+](CCCCCCCCCCCCCC)(CCCCCC)CCCCCC Trihexyl-(tetradecyl)phosphonium mesylate